C(C(C)(C)C)(=O)O.C(C(C)(C)C)(=O)OCCCCC amyl pivalate (pivalate)